N[C@H](CO)C=1C=C(C=CC1)C1=CC(=CC(=C1)N1CCC2(CCCC2)CC1)COC1=C(C=CC=C1)CC(=O)O (S)-2-(2-((3'-(1-amino-2-hydroxyethyl)-5-(8-azaspiro[4.5]decan-8-yl)-[1,1'-biphenyl]-3-yl)methoxy)phenyl)acetic acid